(12R)-13-ethyl-8-methoxy-16-(2-methoxyethyl)-12-methyl-12,13,16,17,18,19,20,21-octahydro-6,23-(azeno)-11,7-(metheno)imidazo[2,1-c][1,4,10,13,15]oxatetraazacyclohenicosin-14(15H)-one C(C)N1[C@@H](C=2N=CC(=C(C3=CN4C(C(OCCCCCC(NC1=O)CCOC)=N3)=NC=C4)C2)OC)C